5-(2-propenyl)-1,3-benzodioxole C(C=C)C1=CC2=C(OCO2)C=C1